C1(CCCCC1)CCCC=O 4-CYCLOHEXYLBUTYRALDEHYDE